C(C)(C)(C)P(C1=C(C=CC=C1)C1=C(C=C(C=C1C(C)C)C(C)C)C(C)C)C(C)(C)C di-tert-butyl-[2',4',6'-tris(propan-2-yl)biphenyl-2-yl]Phosphine